[Si](C)(C)(C(C)(C)C)OCC1=C(C=C(C=C1)NC([C@H](C)NC([C@H](C(C)C)NC(OCC1C2=CC=CC=C2C=2C=CC=CC12)=O)=O)=O)I (9H-fluoren-9-yl)methyl ((S)-1-(((S)-1-((4-(((tert-butyldimethylsilyl)oxy)methyl)-3-iodophenyl)amino)-1-oxopropan-2-yl)amino)-3-methyl-1-oxobutan-2-yl)carbamate